C(C)(C)(C)OC(=O)N(CC(=O)OC(C)(C)C)CCCC=1C=2C3=C(C(N(C3=CC1)C1C(NC(CC1)=O)=O)=O)C=CC2 tert-butyl 2-[tert-butoxycarbonyl-[3-[1-(2,6-dioxo-3-piperidyl)-2-oxo-benzo[cd]indol-6-yl]propyl]amino]acetate